ClC1=NC(=NC=C1)C1CCNCC1 chloro-2-(4-piperidinyl)pyrimidine